6-((diphenylphosphoryl)methyl)-6,7,8,9-tetrahydro-11H-pyrido[2,1-b]quinazolin-11-one C1(=CC=CC=C1)P(=O)(C1=CC=CC=C1)CC1CCCN2C1=NC1=CC=CC=C1C2=O